OC1(C2=NN=C(C3=C(C=C(C(C(N(CCCCC1)C)=O)=N3)C(F)(F)F)NC(OC(C)(C)C)=O)O2)C(F)(F)F tert-Butyl N-[6-hydroxy-12-methyl-13-oxo-6,15-bis(trifluoromethyl)-19-oxa-3,4,12,18-tetrazatricyclo[12.3.1.12,5]nonadeca-1(17),2,4,14(18),15-pentaen-17-yl]carbamate